4-chloro-2,2-dimethyl-4-pentenoic acid ethyl ester C(C)OC(C(CC(=C)Cl)(C)C)=O